FC1=C2C=CN(C2=CC(=C1OC1=CC=C2CCNC(C2=C1)=N)F)S(=O)(=O)C1=CC=C(C=C1)C 7-[4,6-difluoro-1-(p-tolylsulfonyl)indol-5-yl]oxy-3,4-dihydro-2H-isoquinolin-1-imine